CC1OC2(CNC1=O)CCNCC2 2-methyl-1-oxa-4,9-diazaspiro[5.5]undecan-3-one